C(C1=CC=CC=C1)(=O)O.FC=1C=CC(=NC1)C1(CCOC2(C1)CCOCC2)CCNC2CC1=CC=CC=C1C2 N-(2-(4-(5-fluoropyridin-2-yl)-1,9-dioxaspiro[5.5]undecan-4-yl)ethyl)-2,3-dihydro-1H-inden-2-amine benzoate